3-amino-5-methoxypyrazine-2-carbaldehyde NC=1C(=NC=C(N1)OC)C=O